C(C=C)(=O)OC(C)(C)CC t-amyl acrylate